N-(6-(difluoromethyl)pyridazin-4-yl)-2,3-difluoro-8-methyl-8-(trifluoromethyl)-7,8-dihydro-6H-pyrazolo[1,5-a]pyrrolo[2,3-e]pyrimidine-6-carboxamide FC(C1=CC(=CN=N1)NC(=O)N1CC(C2=C1C=NC=1N2N=C(C1F)F)(C(F)(F)F)C)F